dimethyl-triazen CN(N=N)C